BrC1=C(N)C=C(C(=C1)Cl)C 2-Bromo-4-chloro-5-methyl-aniline